2-(2-aminothiazol-5-yl)-2-oxoethyl (1R,3R)-7-(3-chloro-2-fluoro-6-(1H-tetrazol-1-yl)phenyl)-1-methyl-5-oxo-1,2,3,5-tetrahydroindolizine-3-carboxylate ClC=1C(=C(C(=CC1)N1N=NN=C1)C1=CC(N2[C@H](C[C@H](C2=C1)C)C(=O)OCC(=O)C1=CN=C(S1)N)=O)F